CN(C1=CC=C(C=C1)O)C1=CC(=CC=C1)N1CCOCC1 4-[Methyl-(3-morpholin-4-yl-phenyl)-amino]-phenol